1-(2-(5-(tert-butylamino)-2-(1-(tetrahydro-2H-pyran-2-yl)-1H-pyrazol-5-yl)thieno[3,2-b]pyridin-7-ylamino)ethyl)-2-pyrrolidone C(C)(C)(C)NC1=CC(=C2C(=N1)C=C(S2)C2=CC=NN2C2OCCCC2)NCCN2C(CCC2)=O